(S)-N-(4-((2-((5-(tert-butyl)-1-((tetrahydrofuran-3-yl)methyl)-1H-pyrazol-3-yl)amino)-1-methyl-1H-imidazo[4,5-b]pyridin-6-yl)oxy)pyridin-2-yl)acetamide C(C)(C)(C)C1=CC(=NN1C[C@H]1COCC1)NC=1N(C=2C(=NC=C(C2)OC2=CC(=NC=C2)NC(C)=O)N1)C